1-(3,5-difluorobenzyl)-5,5-difluoro-3-(trifluoromethyl)-1,4,5,6-tetrahydrocyclopenta[b]pyrrol-4-ol FC=1C=C(CN2C3=C(C(=C2)C(F)(F)F)C(C(C3)(F)F)O)C=C(C1)F